6-Hydroxy-7-methoxychroman-2-carboxylic acid OC=1C=C2CCC(OC2=CC1OC)C(=O)O